C(C)(C)(C)OC(CCCCCCCC=CCCCCCCCC(=O)O)=O 9-octadecenedioic acid mono-tert-butyl ester